C(C1=CC=CC=C1)O[C@](C(=O)NNC(=O)C1=NC(=C(C=C1NC(OC(C)(C)C)=O)C(F)(F)F)Br)(CC=C)C(F)(F)F 3-tert-Butyl N-[2-[[[(2S)-2-benzyloxy-2-(trifluoromethyl)pent-4-enoyl]amino]carbamoyl]-6-bromo-5-(trifluoromethyl)-3-pyridyl]carbamate